COC(C1=CC(=C(C=C1)C1CC1)S(NC1=C(C=CC(=C1)C1=CC=NS1)OC1CCCC1)(=O)=O)=O 3-(N-(2-(cyclopentyloxy)-5-(isothiazol-5-yl)phenyl)sulfamoyl)-4-cyclopropylbenzoic acid methyl ester